FC(C1=CC=C(C=C1)NC1=NC=CC=C1)(F)F N-(4-(trifluoromethyl)phenyl)pyridin-2-amine